3-amino-N-[(6S)-2-[(3R)-3-amino-3-(hydroxymethyl)pyrrolidin-1-yl]-5,6,7,8-tetrahydroquinolin-6-yl]-6-methylthieno[2,3-b]pyridine-2-carboxamide NC1=C(SC2=NC(=CC=C21)C)C(=O)N[C@@H]2CC=1C=CC(=NC1CC2)N2C[C@](CC2)(CO)N